(S)-1-((7-(6-chloro-1-(pyrrolidin-3-yl)-1,2,3,4-tetrahydroquinolin-8-yl)thieno[3,2-b]pyridin-2-yl)methyl)pyrrolidine-2,5-dione, formic acid salt C(=O)O.ClC=1C=C2CCCN(C2=C(C1)C1=C2C(=NC=C1)C=C(S2)CN2C(CCC2=O)=O)[C@@H]2CNCC2